2,2,2-Trifluoroethyl (5-(5,8-difluoro-4-oxo-3,4-dihydrophthalazin-1-yl)-1H-benzimidazol-2-yl)carbamate FC1=C2C(NN=C(C2=C(C=C1)F)C1=CC2=C(NC(=N2)NC(OCC(F)(F)F)=O)C=C1)=O